FC=1C(=C(C=CC1F)[C@@H]1[C@H](O[C@@]([C@H]1C)(C(F)(F)F)C)C(=O)NC1=CC(=NC=C1)C(=O)N)C=C 4-[[(2S,3R,4S,5S)-3-(3,4-difluoro-2-vinyl-phenyl)-4,5-dimethyl-5-(trifluoromethyl)tetrahydrofuran-2-carbonyl]amino]pyridine-2-carboxamide